OC1=CC=NC2=NC=CN=C21 8-hydroxypyrido[2,3-b]pyrazin